OCC[N+](C)(C)C.NC1=CC=C(C=C1)C#CC1=C2CN(C(C2=CC=C1)=O)C=1C=CC=C2C(=CNC12)C1=NC(=NC=C1C)NC1=NN(C(=C1)C)C 4-((4-aminophenyl)ethynyl)-2-(3-(2-((1,5-dimethyl-1H-pyrazol-3-yl)amino)-5-methylpyrimidin-4-yl)-1H-indol-7-yl)isoindolin-1-one choline